C(C1=CC=CC=C1)N(O)CC1=CC=CC=C1 N,N-Di-benzylhydroxylamin